ClC1=C(C(=O)C2=CNC3=C2C2=C(NC([C@@](N2)(C)COC([2H])([2H])[2H])=O)C=N3)C=CC(=C1)OC1=CC=CC=C1 (R)-9-(2-chloro-4-phenoxybenzoyl)-2-((methoxy-d3)methyl)-2-methyl-1,2,4,7-tetrahydro-3H-pyrrolo[3',2':5,6]pyrido[3,4-b]pyrazin-3-one